(R)-6-ethoxy-4-(6-(7-isopropyl-2,7-diazaspiro[4.5]dec-2-yl)pyridin-3-yl)pyrazolo[1,5-a]pyridine-3-carbonitrile formate salt C(=O)O.C(C)OC=1C=C(C=2N(C1)N=CC2C#N)C=2C=NC(=CC2)N2C[C@]1(CC2)CN(CCC1)C(C)C